1-(5-bromopyridin-2-yl)-3-(o-tolyl)urea BrC=1C=CC(=NC1)NC(=O)NC1=C(C=CC=C1)C